2-Amino-N-{1-[8-chloro-5-(5-cyanopyridin-3-yl)imidazo[1,5-a]pyridin-6-yl]ethyl}pyrazolo[1,5-a]pyrimidine-3-carboxamide trifluoroacetate salt FC(C(=O)O)(F)F.NC1=NN2C(N=CC=C2)=C1C(=O)NC(C)C=1C=C(C=2N(C1C=1C=NC=C(C1)C#N)C=NC2)Cl